FC(CNC[C@H](C1=CC=CC=C1)NC(=O)C=1NC2=C(C=C3C(=NN(C3=C2)C(C2=CC=CC=C2)(C2=CC=CC=C2)C2=CC=CC=C2)C2=CC=NC=C2)N1)F (S)-N-(2-((2,2-difluoroethyl)amino)-1-phenylethyl)-3-(pyridin-4-yl)-1-trityl-1,7-dihydroimidazo[4,5-f]indazole-6-carboxamide